C(C)(=O)N(C(C1=C(N=C(C=C1)C(F)(F)F)COCC=1N=NN(N1)C)=O)C1=NN=NN1C N-acetyl-N-(1-methyl-1H-tetrazol-5-yl)-2-(((2-methyl-2H-tetrazol-5-yl)methoxy)methyl)-6-(trifluoromethyl)nicotinamide